N,N'-dipropyl-carbodiimide C(CC)N=C=NCCC